BrC=1C(=NC(=NC1OC)NS(=O)(=O)C1=CNC2=CC(=CC=C12)Cl)F N-(5-bromo-4-fluoro-6-methoxy-pyrimidin-2-yl)-6-chloro-1H-indole-3-sulfonamide